5-[[2-[7-fluoro-6-(2,2,2-trifluoroethyl)quinazolin-4-yl]-2,7-diazaspiro[3.5]nonan-7-yl]methyl]-4-methyl-1-[(2S)-2-(4-methylsulfonylpiperazin-1-yl)propyl]indole-2-carbonitrile FC1=C(C=C2C(=NC=NC2=C1)N1CC2(C1)CCN(CC2)CC=2C(=C1C=C(N(C1=CC2)C[C@H](C)N2CCN(CC2)S(=O)(=O)C)C#N)C)CC(F)(F)F